6-hydrazinyl-2-methyl-1-tosyl-1H-indole N(N)C1=CC=C2C=C(N(C2=C1)S(=O)(=O)C1=CC=C(C)C=C1)C